tert-butyl (tert-butoxycarbonyl)(3-(3-(4-(3-ethylthioureido)phenyl)isoxazol-5-yl)-5-(4-(isopropylsulfonyl)phenyl)-pyrazin-2-yl)carbamate C(C)(C)(C)OC(=O)N(C(OC(C)(C)C)=O)C1=NC=C(N=C1C1=CC(=NO1)C1=CC=C(C=C1)NC(=S)NCC)C1=CC=C(C=C1)S(=O)(=O)C(C)C